FC1CC(N(C1)C(CN1C=NN=C1)=O)C(=O)NC(C1=CC=CC=C1)C1=CC(=C(C=C1)C(C)C)F 4-fluoro-N-{[3-fluoro-4-(propan-2-yl)phenyl](phenyl)methyl}-1-[2-(4H-1,2,4-triazol-4-yl)acetyl]pyrrolidine-2-carboxamide